6-(2-(4-Fluorophenyl)cyclobutyl)quinoline FC1=CC=C(C=C1)C1C(CC1)C=1C=C2C=CC=NC2=CC1